CN(C1=CC=C(CCNC(C2=C(C=CC(=C2)F)C(=O)N2CCC(CC2)OC2=NC=C(C=C2)C2=CC=C(C=C2)C(F)(F)F)=O)C=C1)C N-(4-(dimethylamino)phenethyl)-5-fluoro-2-(4-((5-(4-(trifluoromethyl)phenyl)pyridin-2-yl)oxy)piperidine-1-carbonyl)benzamide